FC(C(=O)O)(F)F.CN1C2=NC(=NC(=C2N=C1C1=CC=NC=C1)N1CCOCC1)N1N=C2C(=N1)C=CC(=C2)C 4-(9-methyl-2-(5-methyl-2H-benzo[d][1,2,3]triazol-2-yl)-8-(pyridin-4-yl)-9H-purin-6-yl)morpholine 2,2,2-trifluoroacetate